C(C)(C)(C)OC(N[C@H](C(C1=CC=CC=C1)=O)C(C)C)=O (S)-(3-methyl-1-oxo-1-phenylbutan-2-yl)carbamic acid tert-butyl ester